ClC=1C=C(C=CC1OCC1=CC(=CC=C1)F)NC1=NC=NC2=CC=C(C=C12)C=1OC(=CC1)CNCCS(=O)(=O)C N-[3-chloro-4-[(3-fluorophenyl)methoxy]phenyl]-6-[5-[(2-methylsulfonylethylamino)methyl]furan-2-yl]quinazolin-4-amine